COC(C1CCN(CC1)C1=CC=C(C=C1)[C@H]1[C@H](CCC2=CC(=CC=C12)O)C=1C=C2CCCCC2=CC1)OC (1R,2S)-1-[4-[4-(dimethoxymethyl)-1-piperidyl]phenyl]-2-tetralin-6-yl-tetralin-6-ol